4-[5,6-dimethyl-2,2'-bipyridin-3-yl-oxy]-N-(3,4,5-trimethyloxyphenyl)pyridine CC=1C=C(C(=NC1C)C1=NC=CC=C1)OC1=CCN(C=C1)C1=CC(=C(C(=C1)OC)OC)OC